N,N-dibutyl-3-butoxypropaneamide C(CCC)N(C(CCOCCCC)=O)CCCC